tert-butyl (3S)-4-(6-fluoro-7-(6-fluorobenzofuran-7-yl)-1-(M)-(2-isopropyl-4-methylpyridin-3-yl)-2-oxo-1,2-dihydropyrido[2,3-d]pyrimidin-4-yl)-3-methylpiperazine-1-carboxylate FC1=CC2=C(N(C(N=C2N2[C@H](CN(CC2)C(=O)OC(C)(C)C)C)=O)C=2C(=NC=CC2C)C(C)C)N=C1C1=C(C=CC=2C=COC21)F